FC=1C=C(C=CC1F)C=1NC2=C(C=C(C=C2C1)C(=O)O)C=1N=CN(C1)C 2-(3,4-difluorophenyl)-7-(1-methyl-1H-imidazol-4-yl)-1H-indole-5-carboxylic acid